8-fluoro-2-(((2R,7aS)-2-fluorohexahydro-1H-pyrrolizin-7a-yl)methoxy)-7-(3-(methoxymethoxy)naphthalen-1-yl)-4-(2,2,2-trifluoroethoxy)pyrido[4,3-d]pyrimidine FC1=C(N=CC2=C1N=C(N=C2OCC(F)(F)F)OC[C@]21CCCN1C[C@@H](C2)F)C2=CC(=CC1=CC=CC=C21)OCOC